CC=1N=C2N(C=C(N=C2C)C2=C(C(=NC(=N2)N2C[C@@H](NCC2)C)OCC)C(=O)N)C1 {2,8-dimethylimidazo[1,2-a]pyrazin-6-yl}-4-ethoxy-2-[(3S)-3-methylpiperazin-1-yl]pyrimidine-5-carboxamide